ClC=1C=NC(=C(C(=O)NC2CCC(CC2)CN2C(C(C3=CC=CC=C23)(O)C2=C(C=CC(=C2)OC)F)=O)C1)C(F)(F)F 5-chloro-N-((1r,4r)-4-((3-(2-fluoro-5-methoxyphenyl)-3-hydroxy-2-oxoindolin-1-yl)methyl)cyclohexyl)-2-(trifluoromethyl)nicotinamide